4-(2-(2,3-dimethyl-1H-indol-1-yl)phenyl)-3-(o-tolyl)cyclohexan-1-one CC=1N(C2=CC=CC=C2C1C)C1=C(C=CC=C1)C1C(CC(CC1)=O)C1=C(C=CC=C1)C